5-[3-(2-methoxy-4-methylsulfonyl-anilino)prop-1-ynyl]-3-(2,2,2-trifluoroethyl)-1H-indole-7-carboxylic acid COC1=C(NCC#CC=2C=C3C(=CNC3=C(C2)C(=O)O)CC(F)(F)F)C=CC(=C1)S(=O)(=O)C